FC1=CC=C(OC2=CC=C(C=C2)C2=CC=CN3C2=NS(CC3)(=O)=O)C=C1 9-[4-(4-fluorophenoxy)phenyl]-3,4-dihydropyrido[2,1-c][1,2,4]thiadiazine 2,2-dioxide